Cl.ClC1=CC(=C2C(C(=CN(C2=N1)C1=NC(=NS1)C1=NC=CC=C1)C(=O)O)=O)C 7-chloro-5-methyl-4-oxo-1-[3-(pyridin-2-yl)-1,2,4-thiadiazol-5-yl]-1,4-dihydro-1,8-naphthyridine-3-carboxylic acid hydrochloride